C1(CC1)C(=O)NC=1N=NC(=C(N1)NC1=CC=CC=2C=3C(CN(C12)C)=CN(N3)C)C(=O)NC([2H])([2H])[2H] 3-(cyclopropanecarboxamido)-5-((2,5-dimethyl-4,5-dihydro-2H-pyrazolo[4,3-c]quinolin-6-yl)amino)-N-(methyl-d3)-1,2,4-triazine-6-carboxamide